C1(=CC=CC=C1)CC(=O)NCCCOC1=CC=C2CCC3(C2=C1)CCC(CC3)C(=O)O.BrC=3C(=NC=CC3)CC3N(C(C1=CC=CC=C31)=O)C\C=C(\C#C)/C (E)-3-((3-bromopyridin-2-yl)methyl)-2-(3-methylpent-2-en-4-yn-1-yl)isoindolin-1-one 6'-[3-(2-phenylacetamido)propoxy]-2',3'-dihydrospiro[cyclohexane-1,1'-indene]-4-carboxylate